CC(C)(C1=CC=C(C=C1)OC2=CC3=C(C=C2)C(=O)OC3=O)C4=CC=C(C=C4)OC5=CC6=C(C=C5)C(=O)OC6=O 4,4'-(4,4'-isopropylidenediphenoxy)diphthalic anhydride